C(O)(=O)OC1CC(CCC1C(C)C)C Menthol carbonate